methyl 1,2-dimethylbenzimidazole-5-carboxylate CN1C(=NC2=C1C=CC(=C2)C(=O)OC)C